(1S,3R,4S,5R)-3-((5-chloro-4-(2-((S)-2,2-difluorocyclobutyl)-4-fluoro-1-isopropyl-1H-benzo[d]imidazol-6-yl)pyrimidin-2-yl)amino)-6,8-dioxabicyclo[3.2.1]octan-4-ol ClC=1C(=NC(=NC1)N[C@@H]1C[C@H]2CO[C@@H]([C@H]1O)O2)C=2C=C(C1=C(N(C(=N1)[C@H]1C(CC1)(F)F)C(C)C)C2)F